NC1=C2C(=NC=N1)N(N=C2C2=CC=C(C=C2)NC(=O)C=2C(N(N=C(C2)C(C)C)C2=NC=C(C=C2)C)=O)[C@@H]2CC[C@@H](CC2)O N-(4-(4-amino-1-(cis-4-Hydroxycyclohexyl)-1H-pyrazolo[3,4-d]pyrimidin-3-yl)phenyl)-6-isopropyl-2-(5-methylpyridin-2-yl)-3-oxo-2,3-dihydropyridazine-4-carboxamide